1,2-bis(2-(pyrazin-2-yl)ethylthio)ethane N1=C(C=NC=C1)CCSCCSCCC1=NC=CN=C1